ClC1=CC=CC=2C=3N(C(=NC12)N[C@H]1C(NCCN(C1)C(=O)OCC1=CC=CC=C1)=O)N=C(N3)C=3C=NN(C3)CC benzyl (6R)-6-{[7-chloro-2-(1-ethyl-1H-pyrazol-4-yl) [1,2,4]triazolo[1,5-c]quinazolin-5-yl]amino}-5-oxo-1,4-diazepane-1-carboxylate